2-[(2,6-difluoro-4-pyridyl)-(oxetane-3-carbonyl)-amino]-N-(2,2-dimethylcyclobutyl)-5-methyl-thiazole-4-carboxamide FC1=NC(=CC(=C1)N(C=1SC(=C(N1)C(=O)NC1C(CC1)(C)C)C)C(=O)C1COC1)F